C(C1=CC=CC=C1)N1CCC(CC1)CCNC(=O)N1[C@@H](CN(CC1)C1=CC(=C(C=C1)F)C#N)C (2R)-N-[2-(1-benzylpiperidin-4-yl)ethyl]-4-(3-cyano-4-fluorophenyl)-2-methylpiperazine-1-carboxamide